NC(CN)(N)N triaminoethylamine